ClC1=C(C(=C2C=NNC2=C1)C1=C(C=2N=C(N=C(C2C(=N1)OC)N1CCOC[C@](C1)(O)C)OC[C@]12[C@H](NCCC1)CCC2)F)C (6S)-4-(7-(6-chloro-5-methyl-1H-indazol-4-yl)-8-fluoro-5-methoxy-2-(((4aS,7aR)-octahydro-4aH-cyclopenta[b]pyridin-4a-yl)methoxy)pyrido[4,3-d]pyrimidin-4-yl)-6-methyl-1,4-oxazepan-6-ol